(5Z,9Z)-16,16-dipropoxy-5,9-hexadecadiene C(CC)OC(CCCCC\C=C/CC\C=C/CCCC)OCCC